methyl 2-[1-(methylamino)cyclopropyl]pyrimidine-5-carboxylate hydrochloride Cl.CNC1(CC1)C1=NC=C(C=N1)C(=O)OC